CC(C)NCCCN1C2=NC=NC=C2N=C1 9-[3-(propan-2-ylamino)propyl]purin